C(C)(C)(C)C=1C=CC(=C(C1)NC(NC=1SC(=CN1)CCC1=CC(=NC=C1)CC(=O)N)=O)Cl [4-(2-{2-(3-(5-tert-Butyl-2-chloro-phenyl)-ureido)-thiazol-5-yl}-ethyl)-pyridin-2-yl]-acetamide